FC(C1=CC=C(CNC2=NC=CC=C2)C=C1)(F)F N-(4-trifluoromethylbenzyl)pyridine-2-amine